NC(CCCCCCCC(=O)OC\C=C/CCCCCC)CCCCCCCC(=O)OC\C=C/CCCCCC di((Z)-non-2-en-1-yl) 9-aminoheptadecanedioate